ethyl 1-methyl-5-(2-{[7-(5-methyl-1,2,4-oxadiazol-3-yl) isoquinolin-1-yl] amino} ethyl)-4-oxo-1H,4H,5H,6H,7H-pyrrolo[3,2-c]pyridine-2-carboxylate CN1C(=CC=2C(N(CCC21)CCNC2=NC=CC1=CC=C(C=C21)C2=NOC(=N2)C)=O)C(=O)OCC